OC(CN1CCCC1)C=1SC(=C(N1)C(F)(F)F)C(=O)NC(C)C1=CC(=CC=C1)OC(F)(F)F 2-[1-hydroxy-2-(1-pyrrolidinyl)ethyl]-N-[1-[3-(trifluoromethoxy)phenyl]ethyl]-4-(trifluoromethyl)-5-thiazolecarboxamide